2-Chloro-7-methyl-9-((1s,4s)-4-((3-(7-methyl-6-nitroquinolin-4-yl)prop-2-yne-1-yl)amino)cyclohexyl)-7,9-dihydro-8H-purin-8-one ClC1=NC=C2N(C(N(C2=N1)C1CCC(CC1)NCC#CC1=CC=NC2=CC(=C(C=C12)[N+](=O)[O-])C)=O)C